O=C1N(C(C2=CC=CC=C12)=O)C[C@H]1N(CCC2=CC=CC(=C12)O[C@@H]1CN(CC1)C(=O)C1=NOC(=C1)C)C(=O)[C@H]1[C@H](CCCC1)C(=O)OCC1=CC=CC=C1 (1S,2R)-benzyl 2-((S)-1-((1,3-dioxoisoindolin-2-yl)methyl)-8-(((S)-1-(5-methylisoxazole-3-carbonyl)pyrrolidin-3-yl)oxy)-1,2,3,4-tetrahydroisoquinoline-2-carbonyl)cyclohexanecarboxylate